pentaerythritol tetra[methyl-(3,5-di-tert-butyl-4-hydroxyphenyl) propionate] CC(C(=O)OCC(COC(C(C)(C1=CC(=C(C(=C1)C(C)(C)C)O)C(C)(C)C)C)=O)(COC(C(C)(C1=CC(=C(C(=C1)C(C)(C)C)O)C(C)(C)C)C)=O)COC(C(C)(C1=CC(=C(C(=C1)C(C)(C)C)O)C(C)(C)C)C)=O)(C)C1=CC(=C(C(=C1)C(C)(C)C)O)C(C)(C)C